C(C)(C)(C)N=P1(N(CCCN1C)C)N(CC)CC 2-t-butylimino-2-diethylamino-1,3-dimethylperhydro-1,3-diaza-2-phosphabenzene